The molecule is a dihydroxyflavanone that is (2S)-flavanone substituted by hydroxy groups at positions 5 and 7 and a methyl group at position 6 respectively. It has a role as a plant metabolite. It derives from a (2S)-flavanone. CC1=C(C2=C(C=C1O)O[C@@H](CC2=O)C3=CC=CC=C3)O